ClC=1C=CC(=C(C(=O)NC=2N=NC(=CC2)Cl)C1)O 5-chloro-N-(6-chloro-3-pyridazinyl)-2-hydroxybenzoamide